[Si](C)(C)(C(C)(C)C)OCCC(C)(C)C1=C(C=C(C=C1OP(=O)(OC(C)C)OC(C)C)C(NC(C)(C)C1=CC=CC=C1)=O)CC(=O)OC(C)(C)C tert-butyl 2-(2-(4-((tert-butyldimethylsilyl)oxy)-2-methylbutan-2-yl)-3-((diisopropoxyphosphoryl)oxy)-5-((2-phenylpropan-2-yl)carbamoyl)phenyl)acetate